C(CCCCCCCCCCC)OC(C=C)=O acrylic acid normal dodecyl ester